(4-(tert-butoxycarbonyl)phenyl)-5-(2-(dimethylamino)-N-methylacetamido)-3,4-dihydroisoquinoline-2(1H)-carboxylic acid ethyl ester C(C)OC(=O)N1C(C2=CC=CC(=C2CC1)N(C(CN(C)C)=O)C)C1=CC=C(C=C1)C(=O)OC(C)(C)C